2-[4-(4-cyclopropylmethoxy-6-methyl-pyrimidin-2-yl)-2,6-difluoro-phenoxymethyl]-cyclopropanecarboxylic acid C1(CC1)COC1=NC(=NC(=C1)C)C1=CC(=C(OCC2C(C2)C(=O)O)C(=C1)F)F